ClC1=C(C=CC=C1)S(=O)(=O)NC1=C(C=C(C(=C1)C)\C=C\C=1C=NC(=NC1)NC1CCC(CC1)N(C)C)F 2-chloro-N-(4-((E)-2-(2-(((1r,4r)-4-(dimethylamino)cyclohexyl)amino)pyrimidin-5-yl)vinyl)-2-fluoro-5-methylphenyl)benzenesulfonamide